(S)-8-(4-(azetidine-2-carbonyl)piperazin-1-yl)-N-(1-cyanocyclopropyl)-3-(5-(trifluoromethyl)-1,3,4-thiadiazol-2-yl)imidazo[1,5-a]pyridine-6-sulfonamide N1[C@@H](CC1)C(=O)N1CCN(CC1)C=1C=2N(C=C(C1)S(=O)(=O)NC1(CC1)C#N)C(=NC2)C=2SC(=NN2)C(F)(F)F